CC1(C2CCC(O1)(CC2)C)C 2,2,4-trimethyl-3-oxabicyclo[2.2.2]octane